N1-(7H-pyrrolo[2,3-d]pyrimidin-4-yl)-N2-(2,3,4,5-tetrafluoro-6-(methylthio)benzyl)ethane-1,2-diamine N1=CN=C(C2=C1NC=C2)NCCNCC2=C(C(=C(C(=C2SC)F)F)F)F